ClC1=CC=C(C=C1)C1=N[C@H](C=2N(C3=C1C(=C(S3)C)C)C(=NN2)C)CC(=O)NC2CN(C2)C2=NC=C(C=C2)C=2C=C3CC(NC3=CC2)=O (S)-2-(4-(4-chlorophenyl)-2,3,9-trimethyl-6H-thieno[3,2-f][1,2,4]triazolo[4,3-a][1,4]diazepin-6-yl)-N-(1-(5-(2-oxoindolin-5-yl)pyridin-2-yl)azetidin-3-yl)acetamide